C[C@H](CCC(=O)O)[C@H]1CC[C@@H]2[C@@]1([C@H](C[C@H]3[C@H]2[C@@H](C[C@H]4[C@@]3(CC[C@@H](C4)O)C)O)O)C The molecule is a trihydroxy-5beta-cholanic acid that is 5beta-cholan-24-oic acid substituted by hydroxy groups at positions 3, 7 and 12 (the 3beta,7alpha,12alpha stereoisomer). It has a role as a human metabolite. It is a trihydroxy-5beta-cholanic acid, a 12alpha-hydroxy steroid, a 3beta-hydroxy steroid, a bile acid and a 7alpha-hydroxy steroid. It is a conjugate acid of a 3beta,7alpha,12alpha-trihydroxy-5beta-cholan-24-oate.